CN(C(=O)N[C@]1(COCC1)C(F)(F)F)[C@@H](C)C1=CC=NC=C1 |&1:5| 1-methyl-1-[(1S)-1-(4-pyridyl)ethyl]-3-[(3RS)-3-(trifluoromethyl)tetrahydrofuran-3-yl]urea